CN1C=C(C=C(C1=O)C)C=1NC2=CC=C(C=C2C1C(C)C)OC1CN(CCC1)CC(=O)N(C)C 2-(3-((2-(1,5-dimethyl-6-oxo-1,6-dihydropyridin-3-yl)-3-isopropyl-1H-indol-5-yl)oxy)piperidin-1-yl)-N,N-dimethylacetamide